(R)-6-(4-Ethyl-3-(hydroxymethyl)-5-oxo-4,5-dihydro-1H-1,2,4-triazol-1-yl)-7-fluoro-2-(o-tolyl)-4-(1,1,1-trifluoropropan-2-yl)isoquinolin-1(2H)-one C(C)N1C(=NN(C1=O)C=1C=C2C(=CN(C(C2=CC1F)=O)C1=C(C=CC=C1)C)[C@H](C(F)(F)F)C)CO